4-(6-(3-amino-8-azabicyclo[3.2.1]octane-8-yl)-4-(benzyloxy)-3-(5-fluoro-3-methylbenzo[d]isoxazol-6-yl)pyridin-2-yl)-2-fluorobenzonitrile NC1CC2CCC(C1)N2C2=CC(=C(C(=N2)C2=CC(=C(C#N)C=C2)F)C2=CC1=C(C(=NO1)C)C=C2F)OCC2=CC=CC=C2